di-tetradecyl-phenothiazine benzo[f]indeno[1,2-d][1,2]thiazepinebenzyl-6-bromo-5-(2-(methylamino)-2-oxoethyl)-1,3,4,5-tetrahydro-2H-pyrido[4,3-b]indole-2-carboxylate C=1(C=CC=C2C1C=1C(=CNS2)C=2C=CC=CC2C1)C1=CC=CC=C1COC(=O)N1CC2=C(N(C=3C(=CC=CC23)Br)CC(=O)NC)CC1.C(CCCCCCCCCCCCC)C1=C(C=2NC3=CC=CC=C3SC2C=C1)CCCCCCCCCCCCCC